7-((5-(4-hydroxypiperidin-1-yl)pyridin-2-yl)amino)-4-(pyrazolo[1,5-a]pyridin-7-yl)-2,3-dihydro-1H-pyrrolo[3,4-c]pyridin-1-one OC1CCN(CC1)C=1C=CC(=NC1)NC=1C2=C(C(=NC1)C1=CC=CC=3N1N=CC3)CNC2=O